C(C=C)N(S(=O)(=O)C1=CC=C(C=C1)C)C1=C(C=C(C=C1)Br)C(=C)C1=CC=CC=C1 N-allyl-N-(4-bromo-2-(1-phenylvinyl)phenyl)-4-methylbenzenesulfonamide